NBr Bromamin